C1(CCCCC1)C[C@@H](C(=O)N[C@H](C(O)P(=O)(OCC)OCC)CCC(=O)N(CCC1=CC=NC=C1)C)NC(OCC1=CC(=CC=C1)Cl)=O 3-chlorobenzyl ((2S)-3-cyclohexyl-1-(((2S)-1-(diethoxyphosphoryl)-1-hydroxy-5-(methyl(2-(pyridin-4-yl)ethyl)amino)-5-oxopentan-2-yl)amino)-1-oxopropan-2-yl)carbamate